CN(C1=CC=C(C=NC2=CC=CC=C2)C=C1)C 4-dimethylaminobenzylideneaniline